C(C)(C)(C)OC(=O)N1C2(CCC2)C[C@](C1)(C(=O)O)F (7S)-5-(tert-butoxycarbonyl)-7-fluoro-5-azaspiro[3.4]octane-7-carboxylic acid